Cl.N[C@@H]1C[C@@H](CC12CCN(CC2)C=2N(C(C1=C(N2)NN=C1C1=C(C2=CN(N=C2C=C1)C)Cl)=O)C)F 6-[(1R,3R)-1-amino-3-fluoro-8-azaspiro[4.5]decan-8-yl]-3-(4-chloro-2-methyl-2H-indazol-5-yl)-5-methyl-1H,4H,5H-pyrazolo[3,4-d]pyrimidin-4-one hydrochloride salt